dipropyl 4-chloro-4-cyclohexene-1,2-dicarboxylate ClC=1CC(C(CC1)C(=O)OCCC)C(=O)OCCC